4-isopropyl-1-methyl-1H-pyrazole C(C)(C)C=1C=NN(C1)C